C1(CCCC2=CC=CC=C12)NC=1C2=C(N=CN1)N=CC=C2 N-(1,2,3,4-Tetrahydronaphthalen-1-yl)pyrido[2,3-d]pyrimidin-4-amine